C(C)C=1NN2C(=CC(C=C2)=O)C1 2-Ethyl-5-oxopyrazolo[1,5-a]pyridine